C1(CC1)C(=O)N1CCC2=CC(=CC=C12)C=1N=C(SC1C)N1C(NCC1)=O 1-(4-(1-(cyclopropanecarbonyl)indolin-5-yl)-5-methylthiazol-2-yl)imidazolidin-2-one